2-fluoro-4-methyl-5-((4-methyl-1,4-diazepan-1-yl)sulfonyl)aniline FC1=C(N)C=C(C(=C1)C)S(=O)(=O)N1CCN(CCC1)C